FC(CN1N=CC=2C=NC(=CC21)N2CC1(CN(C1)C1=CC(=NC=C1)C(F)(F)F)CC2)F 1-(2,2-difluoroethyl)-6-(2-(2-(trifluoromethyl)pyridin-4-yl)-2,6-diazaspiro[3.4]octan-6-yl)-1H-pyrazolo[4,3-c]pyridine